(S)-6,6-difluoro-7-(3-fluorophenyl)-3-(tetrahydro-2H-pyran-4-yl)-5,6,7,8-tetrahydropyrido[2,3-d]pyrimidine-2,4(1H,3H)-dione FC1(CC2=C(NC(N(C2=O)C2CCOCC2)=O)N[C@H]1C1=CC(=CC=C1)F)F